C(CCCCCCCCCCCCCCCCCCC)(=O)OC[C@@H](OC(CCCCCCCCCCCCCCCCCCC)=O)COP(=O)([O-])OCC[N+](C)(C)C 1,2-Diarachidoyl-sn-glycero-3-phosphocholine